tert-butyl ((1R,3S)-3-((2-(3-cyanopyrrolo[1,2-b]pyridazin-7-yl)-5-(((R)-2-fluoro-3-hydroxy-3-methylbutyl)carbamoyl)pyridin-4-yl)amino)cyclohexyl)carbamate C(#N)C1=CC=2N(N=C1)C(=CC2)C2=NC=C(C(=C2)N[C@@H]2C[C@@H](CCC2)NC(OC(C)(C)C)=O)C(NC[C@H](C(C)(C)O)F)=O